Cl.N[C@@H](C)C(=O)OCC(C)(C)OC 2-methoxy-2-methylpropyl L-alaninate hydrochloride